3-(Methylthio)-1,2,4-triazin-5(4H)-one CSC1=NN=CC(N1)=O